(2S,4R)-1-(2-acetamidopyridine-4-carbonyl)-4-fluoro-N-[(S)-phenyl[4-(propan-2-yl)phenyl]methyl]pyrrolidine-2-carboxamide C(C)(=O)NC1=NC=CC(=C1)C(=O)N1[C@@H](C[C@H](C1)F)C(=O)N[C@H](C1=CC=C(C=C1)C(C)C)C1=CC=CC=C1